C1(CC1)CN1C(=CC2=CC(=CC=C12)CNC1CCOCC1)C#CC 3-[1-(cyclopropylmethyl)-5-{[(oxan-4-yl)amino]methyl}-1H-indol-2-yl]prop-2-yn